FC=1C=C(C=CC1)C=1N=NN(C1)[C@@H]1[C@H]([C@@H](O[C@@H]([C@@H]1O)CO)C(=O)N(C1=CC(=CC=C1)OC)[C@@H]1[C@H](CCCC1)O)OC (2R,3R,4S,5R,6R)-4-(4-(3-fluorophenyl)-1H-1,2,3-triazol-1-yl)-5-hydroxy-N-((1S,2S)-2-hydroxycyclohexyl)-6-(hydroxymethyl)-3-methoxy-N-(3-methoxyphenyl)tetrahydro-2H-pyran-2-carboxamide